O=S.[Mg] magnesium oxysulfide